(1-(methylsulfonyl) piperidin-4-yl)-methylsulfonate CS(=O)(=O)N1CCC(CC1)OS(=O)(=O)C